P(O)([O-])[O-] Hydrogenphosphit